[B-](F)(F)(F)F.CN(C)C(=[N+](C)C)ON1C(=O)CCC1=O N,N,N',N'-Tetramethyl-O-(N-succinimidyl)uronium tetrafluoroborate